2-chloro-4-(trifluoromethyl)thiophen-3-amine hydrochloride Cl.ClC=1SC=C(C1N)C(F)(F)F